ClC=1C=NC=C(C1N1CCC(CC1)S=C(C)O)F.NC1=C(C=CC=C1)NC(=S)NC(CCNC(C)=O)(C)C1=CC(=CC=C1)C(F)(F)F N-(3-{[(2-aminophenyl)thiocarbamoyl]amino}-3-[3-(trifluoromethyl)phenyl]butyl)acetamide S-[1-(3-chloro-5-fluoro-4-pyridyl)-4-piperidyl]ethanethioate